NCCC[Si](OC)(OC)OC (3-aminopropyl)trimethyloxysilane